N-((6-(3-(4-chlorobenzyl)ureido)spiro[3.3]heptan-2-yl)methyl)cyclopentane-carboxamide ClC1=CC=C(CNC(NC2CC3(CC(C3)CNC(=O)C3CCCC3)C2)=O)C=C1